tert-Butyl 2-(1,2,3,5,6,7-hexahydro-s-indacen-4-yl)acetate C1CCC2=C(C=3CCCC3C=C12)CC(=O)OC(C)(C)C